C(C1=CC=CC=C1)[C@@](C(=O)NC=1C(=NC2=C(C=CC=C2C1)F)C)(CC(F)(F)F)C (2R)-2-benzyl-4,4,4-trifluoro-N-(8-fluoro-2-methyl-3-quinolyl)-2-methyl-butanamide